tert-butyl (4-(4-cyano-6-(4-cyano-3-fluorophenyl)-5-(3-fluoro-4-methoxyphenyl)pyrid-2-yl)cyclohexyl)carbamate C(#N)C1=CC(=NC(=C1C1=CC(=C(C=C1)OC)F)C1=CC(=C(C=C1)C#N)F)C1CCC(CC1)NC(OC(C)(C)C)=O